N-(4-(4-benzylpiperazin-1-yl)quinolin-3-yl)-4-isopropylbenzamide C(C1=CC=CC=C1)N1CCN(CC1)C1=C(C=NC2=CC=CC=C12)NC(C1=CC=C(C=C1)C(C)C)=O